4-(4-((1R,5S)-3,8-diazabicyclo[3.2.1]oct-3-yl)-8-fluoro-2-(((S)-1-isopropylpyrrolidin-2-yl)methoxy)-5-(propynyl)pyrido[4,3-d]pyrimidin-7-yl)-5-ethynyl-6-fluoronaphthalen-2-ol [C@H]12CN(C[C@H](CC1)N2)C=2C1=C(N=C(N2)OC[C@H]2N(CCC2)C(C)C)C(=C(N=C1C#CC)C1=CC(=CC2=CC=C(C(=C12)C#C)F)O)F